[As]([O-])(=O)(C)C Cacodylate